6-(Methyl-d3)-1,4-oxazepan-6-ol C(C1(CNCCOC1)O)([2H])([2H])[2H]